5-chloro-4-(2-hydroxyethyl)-2-[(4-methoxyphenyl)methyl]-pyridazin-3-one ClC1=C(C(N(N=C1)CC1=CC=C(C=C1)OC)=O)CCO